N1C(=NC2=C1C=CC=C2)C2=C(C(=CC=C2)Cl)C=2C(=CC(=CC2)C(N[C@H](C2=CC=C(C=C2)F)C2CC2)=O)C(=O)O (S)-2'-(1H-1,3-benzodiazol-2-yl)-6'-chloro-4-{[cyclopropyl(4-fluorophenyl)methyl]carbamoyl}-[1,1'-biphenyl]-2-carboxylic acid